OC1=CC(=CC(=C1C1=C(C=CC(=C1)C)C(=C)C)OP(=O)(OC)CCCC(=O)OCC)CCCCC ethyl 4-(((6-hydroxy-5'-methyl-4-pentyl-2'-(prop-1-en-2-yl)-[1,1'-biphenyl]-2-yl)oxy)(methoxy)phosphoryl)butanoate